C1=CC=NC(=C1)CCl The molecule is an organochlorine compound that is pyridine substituted at position 2 by a chloromethyl group. It is a member of pyridines and an organochlorine compound. It is a conjugate base of a 2-(chloromethyl)pyridinium.